ethyl (E)-3-(3-iodophenyl)-2-methylacrylate IC=1C=C(C=CC1)/C=C(/C(=O)OCC)\C